methyl (2S)-2-hydroxy-2-methylbutyrate O[C@](C(=O)OC)(CC)C